(1R*,3S*)-3-azido-1-(3-chlorobenzyl)cyclopentane-1-carboxylic acid methyl ester COC(=O)[C@@]1(C[C@H](CC1)N=[N+]=[N-])CC1=CC(=CC=C1)Cl |o1:4,6|